CN(C(=O)C=1C=C(OC=2C(=CC3=C(C=C(O3)C(=O)OCC)C2)[N+](=O)[O-])C=CC1)C ethyl 5-[3-(dimethylcarbamoyl) phenoxy]-6-nitro-1-benzofuran-2-carboxylate